4-(2-methyl-6,7-dihydropyrazolo[1,5-a]pyrimidin-4(5H)-yl)-4-oxo-N-(3-(pyridin-3-yl)isoxazol-5-yl)butanamide CC1=NN2C(N(CCC2)C(CCC(=O)NC2=CC(=NO2)C=2C=NC=CC2)=O)=C1